C1(CC1)C1NC2=C(C(N(C=3C=CC=CC23)C)=O)SCC1 2-cyclopropyl-7-methyl-1,2,3,4-tetrahydro-[1,4]thiazepino[2,3-c]quinolin-6(7H)-one